C(C)(=O)NC1=C(C2=C(S1)C(C(CC2)(C2=CC=CC=C2)CCC2=CC(=NO2)Br)=O)C(=O)OCC Ethyl 2-acetamido-6-(2-(3-bromoisoxazol-5-yl)ethyl)-7-oxo-6-phenyl-4,5,6,7-tetrahydrobenzo[b]thiophene-3-carboxylate